FC1=C2C=CN(C2=CC(=C1OC=1C=CC(=C(C#N)C1)C=C)F)COCC[Si](C)(C)C 5-((4,6-difluoro-1-((2-(trimethylsilyl)ethoxy)methyl)-1H-indol-5-yl)oxy)-2-vinylbenzonitrile